N-(1-(2-(((1H-pyrrolo[3,2-c]pyridine-2-yl)methyl)amino)-2-oxoethyl)-6-oxo-2-phenyl-1,6-dihydropyrimidin-5-yl)-3-(oxazol-2-yl)benzamide N1C(=CC=2C=NC=CC21)CNC(CN2C(=NC=C(C2=O)NC(C2=CC(=CC=C2)C=2OC=CN2)=O)C2=CC=CC=C2)=O